S[C] sulfydryl-carbon